[N+](=O)([O-])C=1C(C2=CC=CC=C2C1N)CCC1=CC=CC=C1 2-nitro-1-phenethyl-1H-inden-3-amine